(1R)-8-(8-((2,3-dichloropyridin-4-yl)thio)imidazo[1,2-c]pyrimidin-5-yl)-3-methyl-8-azaspiro[4.5]decan-1-amine ClC1=NC=CC(=C1Cl)SC=1C=2N(C(=NC1)N1CCC3(CC(C[C@H]3N)C)CC1)C=CN2